ClC=1C=NC=C(C1[C@@H](C)OC=1C=C2C(=NNC2=CC1)C=1C=CC(=NC1)N1C(OC2(C1)CCN(CC2)S(=O)(=O)C)=O)Cl 3-[5-[5-[(1R)-1-(3,5-dichloro-4-pyridyl)ethoxy]-1H-indazol-3-yl]-2-pyridyl]-8-methylsulfonyl-1-oxa-3,8-diazaspiro[4.5]decan-2-one